C(C1=CC=CC=C1)OC=1C(=NC=NC1C)C(=O)N1CCN(CC1)C1=C(N(C=2N(C1=O)N=C(N2)Br)CC(=O)NC2=C(C=C(C=C2)C(F)(F)F)Cl)CC 2-(6-{4-[5-(benzyloxy)-6-methylpyrimidine-4-carbonyl]piperazin-1-yl}-2-bromo-5-ethyl-7-oxo-[1,2,4]triazolo[1,5-a]pyrimidin-4-yl)-N-[2-chloro-4-(trifluoromethyl)phenyl]-acetamide